3-(4-hydroxy-1H-pyrazol-1-yl)-3-methylbutyronitrile OC=1C=NN(C1)C(CC#N)(C)C